2-methyl-1H-pyrrolo[2,3-c]pyridine-7-carboxylic acid CC1=CC=2C(=C(N=CC2)C(=O)O)N1